4-methylene-2-phenyltetrahydropyran C=C1CC(OCC1)C1=CC=CC=C1